CC1(C(C(C=2C(CCCC12)=O)(C)C)C)C 6,7-Dihydro-1,1,2,3,3-penta-methyl-4(5H)-indanon